N-methyl-4-butyl-N-octadecyl-anilinium tetrakis(perfluorophenyl)borate FC1=C(C(=C(C(=C1F)F)F)F)[B-](C1=C(C(=C(C(=C1F)F)F)F)F)(C1=C(C(=C(C(=C1F)F)F)F)F)C1=C(C(=C(C(=C1F)F)F)F)F.C[NH+](C1=CC=C(C=C1)CCCC)CCCCCCCCCCCCCCCCCC